CO[C@@H]1O[C@@H]([C@@H]2[C@H]1OC(O2)(C)C)C(=O)NC2CCC(CC2)NC2=CC(=NC1=CC=C(C=C21)Cl)C(F)(F)F (3aS,4S,6R,6aR)-6-methoxy-2,2-dimethyl-N-[(1s,4s)-4-{[6-chloro-2-(trifluoromethyl)quinolin-4-yl]amino}cyclohexyl]-tetrahydro-2H-furo[3,4-d][1,3]dioxole-4-carboxamide